(1-methyl-6-carbonyl-5-(2-(trifluoromethyl)cyclopropyl)-1,6-dihydropyridazin-3-yl)pyrimidine-2,4(1h,3h)-dione CN1N=C(C=C(C1=C=O)C1C(C1)C(F)(F)F)N1C(NC(C=C1)=O)=O